The molecule is n-Ethylpiperidine in which one of the hydrogens attached to the methyl group is substituted by a 4-butoxybenzoyl group. It has a role as a topical anaesthetic. It is a member of piperidines and an aromatic ketone. CCCCOC1=CC=C(C=C1)C(=O)CCN2CCCCC2